3-(azidomethyl)-4-(3,6-dichloropyridazin-4-yl)piperazine-1-carboxylic acid tert-butyl ester C(C)(C)(C)OC(=O)N1CC(N(CC1)C1=C(N=NC(=C1)Cl)Cl)CN=[N+]=[N-]